[8-[2-hydroxy-3-(propan-2-ylamino) propoxy]-3,4-dihydro-2H-benzopyran-3-yl]Nitrate OC(COC1=CC=CC=2CC(COC21)O[N+](=O)[O-])CNC(C)C